2-((1H-pyrazol-3-yl)methyl)-6-(3-acetylbenzyl)-4-methyl-4H-thiazolo[5',4':4,5]pyrrolo[2,3-d]pyridazin-5(6H)-one N1N=C(C=C1)CC=1SC2=C(N(C=3C(N(N=CC32)CC3=CC(=CC=C3)C(C)=O)=O)C)N1